ClC1=NC=C(C2=CC=C(C=C12)Cl)N(C)C 1,7-dichloro-N,N-dimethylisoquinolin-4-amine